[2H]C1=CC(=CC(=N1)C(=O)N)NC(=O)[C@@H]1O[C@]([C@@H]([C@@H]1C1=C(C(=C(C=C1)F)F)OC)C)(C(F)(F)F)C 6-Deuterio-4-[[(2R,3R,4R,5R)-3-(3,4-difluoro-2-methoxyphenyl)-4,5-dimethyl-5-(trifluoromethyl)tetrahydrofuran-2-carbonyl]amino]pyridin-2-carboxamid